(S)-3-methyl-2-phenyl-butylamine CC([C@H](CN)C1=CC=CC=C1)C